C(C)(C)(C)C1N2C(C=3N(N=C4C(=CC=CC34)OCCCOC)C1)=C(C(C(=C2)C(=O)O)=O)F 6-(tert-butyl)-1-fluoro-10-(3-methoxypropoxy)-2-oxo-6,7-dihydro-2H-pyrido[2',1':3,4]pyrazino[1,2-b]indazole-3-carboxylic acid